C1(=CC=CC=C1)C1=C(C(=NN=N1)C1=C(C=CC=C1)C1=C(C(=CC=2SC3=C(C21)C=CC=C3)C3=CC=CC=C3)C3=C(C(=CC=2C1=CC=CC=C1CC32)C)C)C3=CC=CC=C3 (diphenyltriazinyl)[phenyl-(dimethylfluorenyl)dibenzothiophenyl]benzene